ClC=1N=C(NC1[C@H]1[C@H](CN(CC1)S(=O)(=O)CCCC(=O)O)C)C1=NC=C(C=C1)F 4-[[(3R,4R)-4-[4-Chloro-2-(5-fluoro-2-pyridyl)-1H-imidazol-5-yl]-3-methyl-1-piperidyl]sulfonyl]butanoic acid